C(C)(=O)[C@]1(CC=C(CC1)C)OC(C(C)(C)C)=O trimethylacetic acid (S)-1-acetyl-4-methylcyclohex-3-en-1-yl ester